4-{(S)-2-[(S)-2-(Methoxycarbonyl)-3-phenylpropanamido]-2-[4-[2,2,2-trifluoroethyl]thiazol-2-yl]ethyl}phenylsulfamic acid COC(=O)[C@H](C(=O)N[C@@H](CC1=CC=C(C=C1)NS(O)(=O)=O)C=1SC=C(N1)CC(F)(F)F)CC1=CC=CC=C1